C1(CC1)C1=NN(C2=C1C=NC(=C2)NC(=O)N)C2=NC(=CC(=C2)OCCOC)[C@]2(COCC2)OC (R)-1-(3-Cyclopropyl-1-(4-(2-methoxyethoxy)-6-(3-methoxytetrahydrofuran-3-yl)pyridin-2-yl)-1H-pyrazolo[4,3-c]pyridin-6-yl)urea